N-Fmoc-glutamic acid-1-tert-butyl ester C(C)(C)(C)OC([C@@H](NC(=O)OCC1C2=CC=CC=C2C2=CC=CC=C12)CCC(=O)O)=O